(2-(3-bromo-2-hydroxyphenyl)hydrazino)-2-(3,4-dimethylphenyl)-5-methyl-2,4-dihydro-3H-pyrazol-3-one BrC=1C(=C(C=CC1)NNC1C(N(N=C1C)C1=CC(=C(C=C1)C)C)=O)O